1,2,3,4-Tetrahydrochinolin N1CCCC2=CC=CC=C12